glycerol Monomethyl-acrylate CC(C(=O)OCC(O)CO)=C